C(C(C)C)(=O)N1C2(CNC2=O)C[C@@H](C1)C#N (7S)-5-isobutyryl-1-oxo-2,5-diazaspiro[3.4]octane-7-carbonitrile